FC=1C=C(C=NC1)CN1N=C(C=CC1=O)C=1C=NC(=NC1)OCSC 2-((5-fluoropyridin-3-yl)methyl)-6-(2-((methylthio)methoxy)pyrimidin-5-yl)pyridazine-3(2H)-one